3-[3-Methyl-2-oxo-5-[3-(2-oxopiperazin-1-yl)propyl]benzimidazol-1-yl]piperidine-2,6-dione CN1C(N(C2=C1C=C(C=C2)CCCN2C(CNCC2)=O)C2C(NC(CC2)=O)=O)=O